ClC=1C=C2C(=CC1)C(N(C[C@]21C(N(C[C@@H]1CNC(C)C)C1=CN=CC2=CC=CC=C12)=O)CC=1N=NN(C1)C)=O (4R,4'S)-6-chloro-4'-[(isopropylamino)methyl]-1'-(4-isoquinolyl)-2-[(1-methyltriazol-4-yl)methyl]spiro[3H-isoquinoline-4,3'-pyrrolidine]-1,2'-dione